C(C)(C)(C)N1C=NC2=C1C=CC=C2F 1-tert-butyl-4-fluoro-1H-benzimidazol